(2S,3R)-3-[(2R)-1,4-dioxaspiro[4.4]nonan-2-yl]-2-(fluorenylmethoxycarbonyl-amino)butanoic acid O1[C@@H](COC12CCCC2)[C@@H]([C@@H](C(=O)O)NC(=O)OCC2=CC=CC=1C3=CC=CC=C3CC21)C